N=1N(N=C2C1C=CC=C2)C=2C=C(C=C(C2O)C(C)(C)C)CCC(=O)O 3-[3-(benzotriazol-2-yl)-5-tert-butyl-4-hydroxyphenyl]propanoic acid